Cl.Cl.C(C)N([C@H]1[C@H](CNC1)O)CC (3S,4R)-4-(Diethylamino)pyrrolidin-3-ol dihydrochloride